CC1=NN=C(S1)COCC(=O)O [(5-methyl-1,3,4-thiadiazol-2-yl)methoxy]acetic acid